C(C)C(COP(O)(=O)CC(CCCC)CC)CCCC (2-ethylhexyl)phosphonic acid-(2-ethylhexyl)ester